N1=CC(=CC=C1)OCC1=CC=C(OC2CNC2)C=C1 3-(4-((pyridin-3-yloxy)methyl)phenoxy)azetidine